C(=O)(OCC1C2=CC=CC=C2C2=CC=CC=C12)C(C(CCC(=O)[O-])=O)N 5-Fmoc-5-amino-4-oxopentanoate